Racemic-tert-butyl 4-(6,7-dichloro-3-cyano-1-(2,4-diisopropylpyridin-3-yl)-2-oxo-1,2-dihydro-1,8-naphthyridin-4-yl)piperazine-1-carboxylate ClC=1C=C2C(=C(C(N(C2=NC1Cl)C=1C(=NC=CC1C(C)C)C(C)C)=O)C#N)N1CCN(CC1)C(=O)OC(C)(C)C